NC1=C2C(=NC=N1)N(N=C2C2=CC=C(C=C2)OC2=CC=CC=C2)C2CCC(CC2)N2CCN(CC2)CC2CCN(CC2)C2=C1C(N(C(C1=CC=C2)=O)C2C(NC(CC2)=O)=O)=O 4-(4-((4-((1r,4r)-4-(4-amino-3-(4-phenoxyphenyl)-1H-pyrazolo[3,4-d]pyrimidin-1-yl)cyclohexyl)piperazin-1-yl)methyl)piperidin-1-yl)-2-(2,6-dioxopiperidin-3-yl)isoindoline-1,3-dione